C1(CCCC1)CN1N=C2C(=N1)C(=C(C(=C2Br)F)F)Br 2-cyclopentylmethyl-4,7-dibromo-5,6-difluorobenzotriazole